Cl.Cl.N1=C(C=CC=C1)C1(C2CCNCC12)CNC(OCC1=CC=CC=C1)=O benzyl ((7-(pyridin-2-yl)-3-azabicyclo[4.1.0]heptan-7-yl)methyl)carbamate dihydrochloride